NCCOCCOCCC(=O)NC1=C(C(=O)NC=2SC(=C(N2)C(C)C)C)C=CC=C1 2-(3-(2-(2-aminoethoxy)ethoxy)propan-amido)-N-(4-isopropyl-5-methylthiazol-2-yl)benzamide